Epoxycyclohexane-1,2-dicarboxylic acid diglycidyl ester C(C1CO1)OC(=O)C12C(CCCC1)(O2)C(=O)OCC2CO2